4-morpholin-4-yl-N-{4-[5-(trifluoromethyl)-1,2,4-oxadiazol-3-yl]benzyl}pyridine-2-carboxamide N1(CCOCC1)C1=CC(=NC=C1)C(=O)NCC1=CC=C(C=C1)C1=NOC(=N1)C(F)(F)F